Cl.N[C@H]1CCC2=C(NC1=O)N=CC(=C2)/C=C/C(=O)N(C)CC=2OC1=C(C2C)C=CC=C1F (S,E)-3-(7-Amino-8-oxo-6,7,8,9-tetrahydro-5H-pyrido[2,3-b]azepin-3-yl)-N-((7-fluoro-3-methylbenzofuran-2-yl)methyl)-N-methylacrylamide hydrochloride